N[C@@H](C(=O)NC1=C(C(=C(C=C1)C1=C2C(=NC=C1)NC=C2)C)F)CC(C)C (2R)-2-Amino-N-[2-fluoro-3-methyl-4-(1H-pyrrolo[2,3-b]pyridin-4-yl)phenyl]-4-methyl-pentanamide